[Ca+2].C(C)(=O)[O-].C(C)(=O)[O-] Acetic acid, calcium salt